5-[7-(2,2-difluoroethoxy)-1-fluoro-3-hydroxynaphthalen-2-yl]-1λ6,2,5-thiadiazolidine-1,1,3-trione FC(COC1=CC=C2C=C(C(=C(C2=C1)F)N1CC(NS1(=O)=O)=O)O)F